C(C)(C)(C)C1=NC(=NC(=C1)C(C)(C)C)NC(OC1=CC=CC=C1)=O phenyl (4,6-di-tert-butylpyrimidin-2-yl)carbamate